2-[4-[6-(dimethylamino)-3-pyridyl]-3,5-dimethyl-pyrazol-1-yl]-N-(5-pyrazin-2-yl-2-pyridyl)acetamide CN(C1=CC=C(C=N1)C=1C(=NN(C1C)CC(=O)NC1=NC=C(C=C1)C1=NC=CN=C1)C)C